α-iodoacetic acid ICC(=O)O